5-[[6-(trifluoromethyl)pyridine-2-carbonyl]amino]indazole-6-carboxylic acid FC(C1=CC=CC(=N1)C(=O)NC=1C=C2C=NNC2=CC1C(=O)O)(F)F